C(C)(C)C=1C(=NNC1C=1C=C(C=2N(C1)N=CN2)OC)C2=CC=C(C=C2)C2CN(C2)C 6-(4-isopropyl-3-(4-(1-methylazetidin-3-yl)phenyl)-1H-pyrazol-5-yl)-8-methoxy-[1,2,4]triazolo[1,5-a]pyridine